(7R,14R)-1-(difluoromethoxy)-11-[2-(2-hydroxypropan-2-yl)pyrimidin-5-yl]-6,7-dihydro-7,14-methanobenzimidazo[1,2-b][2,5]benzodiazocin-5(14H)-one FC(OC1=CC=CC=2C(N[C@H]3C=4N([C@@H](C21)C3)C3=C(N4)C=CC(=C3)C=3C=NC(=NC3)C(C)(C)O)=O)F